(3R,7S)-2-(4-chloro-3-cyanobenzoyl)-9-((S)-1-(4-(difluoromethoxy)phenyl)ethyl)-3-methyl-10-oxo-1,2,3,4,7,8,9,10-octahydropyrido[4',3':3,4]pyrazolo[1,5-a]pyrazine-7-carboxylic acid ClC1=C(C=C(C(=O)N2CC=3C(=NN4C3C(N(C[C@H]4C(=O)O)[C@@H](C)C4=CC=C(C=C4)OC(F)F)=O)C[C@H]2C)C=C1)C#N